N-(2,6-dioxopiperidin-3-yl)benzo[b]thiophene-3-carboxamide O=C1NC(CCC1NC(=O)C=1C2=C(SC1)C=CC=C2)=O